(Z)-1-acetyl-3-((1-(3,3-dimethoxypropyl)-5-isopropyl-1H-imidazol-4-yl)methylene)piperazine-2,5-dione C(C)(=O)N1C(/C(/NC(C1)=O)=C/C=1N=CN(C1C(C)C)CCC(OC)OC)=O